BrC=1C=C(C=C(C1)C1=CC=C(C=C1)C=O)C1=CC=C(C=C1)C=O 5'-bromo-[1,1':3',1''-terphenyl]-4,4''-dicarbaldehyde